1,3,4-tri-O-acetyl-2-azido-2-deoxy-6-O-trityl-beta-D-glucopyranose C(C)(=O)O[C@H]1[C@@H]([C@@H](OC(C)=O)[C@H](OC(C)=O)[C@H](O1)COC(C1=CC=CC=C1)(C1=CC=CC=C1)C1=CC=CC=C1)N=[N+]=[N-]